5-ethyl-3,4,5,6-tetramethyl-cyclohexene-2-one C(C)C1(C(C(C(C=C1C)=O)C)C)C